tert-butyl 5-acetamido-3-(4-(1,1-difluoroethyl)-5-methylthiazol-2-yl)-1H-pyrrolo[2,3-c]pyridine-1-carboxylate C(C)(=O)NC=1C=C2C(=CN1)N(C=C2C=2SC(=C(N2)C(C)(F)F)C)C(=O)OC(C)(C)C